(2-bromo-6-fluorophenyl)bis(2,3,5,6-tetrafluorophenyl)borane BrC1=C(C(=CC=C1)F)B(C1=C(C(=CC(=C1F)F)F)F)C1=C(C(=CC(=C1F)F)F)F